(5S,8S)-5-fluoro-N-(2-fluoro-6-(trifluoromethyl)benzyl)-8-hydroxy-5,6,7,8-tetrahydroquinoline-5-carboxamide F[C@@]1(C=2C=CC=NC2[C@H](CC1)O)C(=O)NCC1=C(C=CC=C1C(F)(F)F)F